6-(5-(7-Ethyl-7H-imidazo[4,5-c]pyridazin-4-yl)-2-fluorophenyl)-5-methoxy-3-(2-(pyrrolidin-1-yl)ethyl)benzo[d]oxazol-2(3H)-one C(C)N1C=NC2=C1N=NC=C2C=2C=CC(=C(C2)C2=CC1=C(N(C(O1)=O)CCN1CCCC1)C=C2OC)F